CP(=O)(C)C1=CC2=C(N=C(N=C2N[C@H](C)C=2C(=C(C=CC2)C(C(=O)N(C)C)(F)F)F)C)C=N1 2-{3-[(1R)-1-{[6-(dimethylphosphoryl)-2-methylpyrido[3,4-d]pyrimidin-4-yl]amino}ethyl]-2-fluorophenyl}-2,2-difluoro-N,N-dimethylacetamide